N-(3,5-difluorophenyl)pent-4-enamide FC=1C=C(C=C(C1)F)NC(CCC=C)=O